1-(cyclobutyl(pyrimidin-2-yl)methyl)-3-(3-(5-fluoropyrimidin-2-yl)-4-methylphenyl)-1-methylurea C1(CCC1)C(N(C(=O)NC1=CC(=C(C=C1)C)C1=NC=C(C=N1)F)C)C1=NC=CC=N1